(4-((7,9-difluoro-2-methylamino-5H-pyrido[3,2-b]indol-5-yl)methyl)benzyl)phosphonic acid FC=1C=C(C=2C3=C(N(C2C1)CC1=CC=C(CP(O)(O)=O)C=C1)C=CC(=N3)NC)F